4-cyclopropyl-6-methoxypyrimidin C1(CC1)C1=NC=NC(=C1)OC